methyl 2-(2-(3-amino-4-(piperidin-1-yl)benzamido)phenyl)acetate NC=1C=C(C(=O)NC2=C(C=CC=C2)CC(=O)OC)C=CC1N1CCCCC1